(S or R)-3-((R)-(((S)-2-(6-chloropyridin-3-yl)propyl)amino)(phenyl)methyl)-2,3-dihydro-1H-pyrido[2,3-b][1,4]oxazine-7-carboxamide ClC1=CC=C(C=N1)[C@@H](CN[C@@H]([C@@H]1CNC2=C(O1)N=CC(=C2)C(=O)N)C2=CC=CC=C2)C |o1:11|